1-(3-(3-(dimethylamino)-pyrrolidin-1-yl)propyl)-3-(4-(2-(4-methoxyphenyl)-propan-2-yl)thiazol-2-yl)-urea CN(C1CN(CC1)CCCNC(=O)NC=1SC=C(N1)C(C)(C)C1=CC=C(C=C1)OC)C